OC1=CC=CC2=CC3=CC=CC=C3C(=C12)O 1,9-dihydroxyanthracene